C(C(C)C)[C@H]1C(N(CCN1)[C@H](C(=O)N1CCC(CC1)COC=1C=C(C#N)C=CC1)CC(C)C)=O m-[(1-{(S)-2-[(S)-3-Isobutyl-2-oxo-1-piperazinyl]-4-methylvaleryl}-4-piperidyl)meth-oxy]benzonitrile